(R)-1-(1-(1-((1-(4-(1-(3-amino-6-(2-hydroxyphenyl)pyridazin-4-yl)piperidin-3-yl)benzoyl)piperidin-4-yl)methyl)piperidin-4-yl)-4-methyl-1H-indol-5-yl)dihydropyrimidine-2,4(1H,3H)-dione NC=1N=NC(=CC1N1C[C@H](CCC1)C1=CC=C(C(=O)N2CCC(CC2)CN2CCC(CC2)N2C=CC3=C(C(=CC=C23)N2C(NC(CC2)=O)=O)C)C=C1)C1=C(C=CC=C1)O